C(#N)C1CN(C1)S(=O)(=O)C=1C=C(C=CC1)C(=O)N1[C@H](CCC1)C(=O)NCC1=CC=C(C=C1)C#N 1-((3-((3-cyano-1-azetidinyl)sulfonyl)phenyl)carbonyl)-N-(4-cyanobenzyl)-D-prolinamide